CC1=CC2=C(C=C1N)N(C3=NC(=NC(=O)C3=N2)[O-])C[C@@H]([C@@H]([C@@H](COP(=O)([O-])[O-])O)O)O The molecule is an organophosphate oxoanion obtained by deprotonation of the phosphate and 3-imido groups of 8-amino-8-demethylriboflavin 5'-phosphate. It is the major microspecies at pH 7.3 (according to Marvin v 6.2.0.). It derives from an 8-amino-8-demethylriboflavin(1-). It is a conjugate base of an 8-amino-8-demethylriboflavin 5'-phosphate.